6,7-dihydro-5H-pyrrolo[3,4-b]pyridin-5-one-7,7-d2 N1=C2C(=CC=C1)C(NC2([2H])[2H])=O